10,11-dihydro-10-oxo-5H-dibenzo[b,f]azepine-5-carboxamide O=C1CC2=C(N(C3=C1C=CC=C3)C(=O)N)C=CC=C2